hydrocodone ditartrate C(=O)(O)C(O)C(O)C(=O)O.C(=O)(O)C(O)C(O)C(=O)O.C1=CC(OC)=C2C=3[C@@]45[C@@H](O2)C(=O)CC[C@H]4[C@@H](CC13)N(C)CC5